4-(6-fluoro-4-(2-methyl-5-nitrophenyl)pyridine-2-yl)morpholine FC1=CC(=CC(=N1)N1CCOCC1)C1=C(C=CC(=C1)[N+](=O)[O-])C